(3H-1,2,3-triazolo[4,5-b]pyridin-3-oxy)tri-1-pyrrolidinylphosphonium hexafluorophosphate F[P-](F)(F)(F)(F)F.N1=NN(C2=NC=CC=C21)O[P+](N2CCCC2)(N2CCCC2)N2CCCC2